1-phenethyl-4-piperidone C(CC1=CC=CC=C1)N1CCC(CC1)=O